FC(C(C(C(F)(F)F)(F)F)(F)F)(S(=O)(=O)OC1=CC(=C(C=C1)[C@H]1[C@H](CCC2=CC(=CC=C12)OC(C)(C)C)C1=CC=CC=C1)OC)F 4-((1S,2S)-6-(tert-butoxy)-2-phenyl-1,2,3,4-tetrahydronaphthalen-1-yl)-3-methoxyphenyl 1,1,2,2,3,3,4,4,4-nonafluorobutane-1-sulfonate